[1,4]oxazine-3(4H)-carboxylate O1C=C(NC=C1)C(=O)[O-]